[3,5-di(trifluoromethyl)phenyl]sodium borate B(O)(O)O.FC(C=1C=C(C=C(C1)C(F)(F)F)[Na])(F)F